C([C@@H]1[C@H]([C@@H]([C@@H](O1)O[C@H]2[C@@H]([C@H](O[C@@H]2OC[C@@H]3[C@H]([C@@H]([C@H](O3)OC[C@@H]4[C@H]([C@@H]([C@H](O4)OC[C@@H]5[C@H]([C@@H]([C@H](O5)OC[C@@H]6[C@H]([C@@H]([C@H](O6)OC[C@@H]7[C@H]([C@@H]([C@H](O7)O[C@@H]8[C@H](O[C@@H]([C@H]8O)OC[C@@H]9[C@H]([C@@H](C(O9)O)O)O)CO[C@@H]1[C@H]([C@@H]([C@H](O1)CO)O)O[C@H]1[C@H]([C@@H]([C@H](O1)CO)O)O)O)O)O)O)O)O)O)O)O)O)CO)O)O)O)O The molecule is a branched oligosaccharide comprising eleven D-arabinofuranose units, in an assembly consisting of two of the arabinose residues linked alpha(1->5), with beta-arabinosyl-(1->2)-alpha-arabinosyl and beta-arabinosyl-(1->2)-alpha-arabinosyl-(1->5)-alpha-arabinosyl-(1->5)-alpha-arabinosyl-(1->5)-alpha-arabinosyl-(1->5)-alpha-arabinosyl-(1->5)-alpha-arabinosyl units linked to respectively the 5- and 3-positions of the arabinose residue distal from the reducing-end residue.